C(CCCCCCC\C=C/C\C=C/CCCCC)(=O)OCC(COC(C=C(CCCCCCCCCC)CCCCCCCCCC)=O)COC(=O)OCCCN(C)C 3-((3-decyltridec-2-enoyl)oxy)-2-((((3-(dimethylamino)propoxy)carbonyl)oxy)methyl)propyl (9Z,12Z)-octadeca-9,12-dienoate